4-methyl-1,2,5-Oxadiazole-3-carboxamide CC=1C(=NON1)C(=O)N